Methyl N-((2-(4-((tert-butoxycarbonyl)amino)phenyl)thiazole-4-carbonyl)seryl)-O-(tert-butyldiphenylsilyl)-L-allothreoninate C(C)(C)(C)OC(=O)NC1=CC=C(C=C1)C=1SC=C(N1)C(=O)N[C@@H](CO)C(=O)N[C@@H]([C@@H](O[Si](C1=CC=CC=C1)(C1=CC=CC=C1)C(C)(C)C)C)C(=O)OC